4-(4-cyclopropyl-1H-imidazol-1-yl)-5-methoxypicolinic acid C1(CC1)C=1N=CN(C1)C1=CC(=NC=C1OC)C(=O)O